4-(7-bromo-4-(2-(3-methylbenzylidene)hydrazinyl)thieno[3,2-d]pyrimidin-2-yl)morpholine BrC1=CSC2=C1N=C(N=C2NN=CC2=CC(=CC=C2)C)N2CCOCC2